(1R,3R,4S,5R)-3-[[(2E)-3-(3,4-dihydroxyphenyl)-1-oxo-2-propen-1-yl]oxy]-1,4,5-trihydroxy-cyclohexanecarboxylic acid OC=1C=C(C=CC1O)/C=C/C(=O)O[C@@H]1C[C@](C[C@H]([C@@H]1O)O)(C(=O)O)O